Ethoxy-4-isobutyryloxybenzaldehyd C(C)OC1=C(C=O)C=CC(=C1)OC(C(C)C)=O